C(C)(=O)O[C@H]1[C@@H](O[C@@]([C@H]1OC(C)=O)(CI)F)N1C(=O)NC(=O)C=C1 2',3'-di-O-acetyl-5'-deoxy-4'-fluoro-5'-iodouridine